C(C)P(=O)([O-])CCC ethylpropylhypophosphite